OB1OCC2(C1)CN(CCC2)C(=O)OC(C)(C)C tert-butyl 3-hydroxy-2-oxa-7-aza-3-boraspiro[4.5]decane-7-carboxylate